N-[(6-Amino-2-pyridyl)sulfonyl]-5-(1,2-dimethylprop-1-enyl)-2-(2,2,4-trimethylpyrrolidin-1-yl)pyridin-3-carboxamid NC1=CC=CC(=N1)S(=O)(=O)NC(=O)C=1C(=NC=C(C1)C(=C(C)C)C)N1C(CC(C1)C)(C)C